di-ammonium hydrogenphosphate P(=O)(O)([O-])[O-].[NH4+].[NH4+]